3,6-dibromo-9,9-dimethylfluorene BrC=1C=CC=2C(C3=CC=C(C=C3C2C1)Br)(C)C